ClC1=C(C(=O)NC=2C(=NNC2)C(=O)NC2CCN(CC2)CC2=C(C=CC=C2)C2C(NC(CC2)=O)=O)C(=CC=C1)Cl 4-(2,6-dichlorobenzamido)-N-(1-(2-(2,6-dioxopiperidin-3-yl)benzyl)piperidin-4-yl)-1H-pyrazole-3-carboxamide